1-(5-((5-chloro-4-(3',4'-dichloro-[1,1'-biphenyl]-3-yl)pyrimidin-2-yl)amino)pyridin-3-yl)pyrrolidin-2-one ClC=1C(=NC(=NC1)NC=1C=C(C=NC1)N1C(CCC1)=O)C=1C=C(C=CC1)C1=CC(=C(C=C1)Cl)Cl